Cl.O1CCN(CC1)C=1C=NC2=CC=C(C=C2N1)C1=NC(=NC=C1F)NC1=NC=C(C=C1)N1CCNCC1 4-(3-morpholinoquinoxalin-6-yl)-5-fluoro-N-(5-(piperazin-1-yl)pyridin-2-yl)pyrimidin-2-amine hydrochloride